2-bromo-4,4-bis(2-((tert-butyldimethylsilyl)oxy)ethyl)-5-(4-methoxybenzyl)-4,5-dihydro-6H-thieno[2,3-c]Pyrrol-6-one BrC1=CC2=C(C(N(C2(CCO[Si](C)(C)C(C)(C)C)CCO[Si](C)(C)C(C)(C)C)CC2=CC=C(C=C2)OC)=O)S1